N1=C(C=CC=C1C1=C(C=CC=C1)C=1C(=C(C=C(C1)[Si](C)(C)CCC(C)(C)C)C12CC3CC(CC(C1)C3)C2)O)C2=C(C=CC=C2)C=2C(=C(C=C(C2)[Si](C)(C)CCC(C)(C)C)C23CC1CC(CC(C2)C1)C3)O 2',2'''-(pyridine-2,6-diyl)bis(3-(1-adamantyl)-5-((3,3-dimethylbutyl)dimethylsilyl)-[1,1'-biphenyl]-2-ol)